3-fluorocyclobutene FC1C=CC1